ClC=1C2=C(N=C(N1)C1=C(OC=C1)C)SC(=C2)C 4-chloro-6-methyl-2-(2-methylfuran-3-yl)thieno[2,3-d]pyrimidine